CN(C=1C(=C(C(=C2C=NNC12)C1=CC=2N(C=C1)N=C(C2)NC(=O)[C@H]2[C@H](C2)F)C(F)(F)F)F)C (1S,2S)-N-(5-(7-(dimethylamino)-6-fluoro-5-(trifluoromethyl)-1H-indazol-4-yl)pyrazolo[1,5-a]pyridin-2-yl)-2-fluorocyclopropane-1-carboxamide